(S)-N-(2-(4-hydroxy-4-methylazepan-1-yl)-5-(trifluoromethyl)phenyl)-5-(pyridin-4-yl)furan-2-carboxamide O[C@@]1(CCN(CCC1)C1=C(C=C(C=C1)C(F)(F)F)NC(=O)C=1OC(=CC1)C1=CC=NC=C1)C